10-methylacridin-10-ium tetrafluoroborate F[B-](F)(F)F.C[N+]1=C2C=CC=CC2=CC2=CC=CC=C12